FC1=C(C(=CC=C1)F)C=1NC2=C(C3=C(N1)C(=NN3)C)C=C(C=C2)C2=CC(=NC=C2)C 5-(2,6-difluorophenyl)-3-methyl-9-(2-methyl-4-pyridyl)-1,6-dihydropyrazolo[4,3-d][1,3]benzodiazepine